C(C)OC1=C(C=CC(=C1)NCC)C1(OC(=O)C2=CC=CN=C12)C1=C(N(C2=CC=CC=C12)CC)C 3-(2-Ethoxy-4-(N-ethylamino)phenyl)-3-(1-ethyl-2-methylindol-3-yl)-4-azaphthalide